N-((R)-1-(3-(difluoromethyl)-2-fluorophenyl)ethyl)-4-(((1R,5S,6s)-3-methyl-3-azabicyclo[3.1.0]hexan-6-yl)amino)-1-((1R,2S)-2-methylcyclopropyl)-6-oxo-1,6-dihydropyridine-3-carboxamide FC(C=1C(=C(C=CC1)[C@@H](C)NC(=O)C1=CN(C(C=C1NC1[C@@H]2CN(C[C@H]12)C)=O)[C@H]1[C@H](C1)C)F)F